13-bromo-14-hydroxy-19-methoxy-20-methyl-10,16,16-trioxo-9-oxa-16λ6-thia-17-azatetracyclo[16.3.1.111,15.02,7]tricosa-1(22),2(7),3,5,11,13,15(23),18,20-nonaene-4-carbonitrile BrC=1C=C2C(OCC=3C=CC(=CC3C=3C=C(C(=C(NS(C(C1O)=C2)(=O)=O)C3)OC)C)C#N)=O